CN1C(N(C2=NC(=NC=C12)NC1=C(C=C(C=C1)N1N=CC=C1)C)C1CCOCC1)=O 7-methyl-2-((2-methyl-4-(1H-pyrazol-1-yl)phenyl)amino)-9-(tetrahydro-2H-pyran-4-yl)-7,9-dihydro-8H-purin-8-one